C1=CC=CC=2C3=CC(=CC=C3NC12)C#N Carbazole-6-carbonitrile